(3S,4R,5R,6S)-6-[3-[(4-benzyloxy-3-fluoro-phenyl)methyl]-4-chloro-phenyl]tetrahydropyran-2,3,4,5-tetraol C(C1=CC=CC=C1)OC1=C(C=C(C=C1)CC=1C=C(C=CC1Cl)[C@H]1[C@@H]([C@H]([C@@H](C(O1)O)O)O)O)F